BrC1=C(N(C(=O)OC(C)(C)C)C2=C(C=C(C=C2)F)F)C=CC(=C1)I 2-bromo-4-iodo-N-(2,4-difluorophenyl)-N-tert-butoxycarbonylaniline